methyltetrahydro-1H-pyrrolizine CC1CCN2CCC=C12